(E)-2-benzylidene-9-(4-methoxyphenyl)-9-oxononanoic acid methyl ester COC(/C(/CCCCCCC(=O)C1=CC=C(C=C1)OC)=C/C1=CC=CC=C1)=O